1-Methyl-2-propylpiperidinium fluorid [F-].C[NH+]1C(CCCC1)CCC